CC1(CC2=C(C(N1)=O)C(=CN2)C2=CC=C(C=C2)C)C 6,6-dimethyl-3-(4-methylphenyl)-1,5,6,7-tetrahydro-4H-pyrrolo[3,2-c]pyridin-4-one